O=C1C=CC2=C(N=C(N=C2)N[C@@H](C)C2=CC=C(C=C2)C2(COC2)N2CCN(CC2)C(=O)OC2=CC=CC=C2)N1C(C)C Phenyl 4-(3-{4-[(1S)-1-{[7-oxo-8-(propan-2-yl)-7,8-dihydropyrido[2,3-d]pyrimidin-2-yl]amino}ethyl] phenyl}oxetan-3-yl)piperazine-1-carboxylate